ClC1=C(C=2N=C(N=C(C2C(=N1)OC)N(C)C)OC[C@]12[C@H](NCCC1)CCC2)F 7-chloro-8-fluoro-5-methoxy-N,N-dimethyl-2-(((4aS,7aR)-octahydro-4aH-cyclopenta[b]pyridin-4a-yl)methoxy)pyrido[4,3-d]pyrimidin-4-amine